C[C@@H]1N(CC1)C=1N=C(C2=C(N1)CCC2)C=2C=NC(=NC2)N (S)-5-(2-(2-methylazetidin-1-yl)-6,7-dihydro-5H-cyclopenta[d]pyrimidin-4-yl)pyrimidin-2-amine